C(=O)C1=C(N=NN1C)C1=CC=C(C(=N1)C)O[C@H]1C[C@@H](OCC1)C(=O)OC(C)C trans-isopropyl 4-((6-(5-formyl-1-methyl-1H-1,2,3-triazol-4-yl)-2-methyl-pyridin-3-yl)oxy)tetrahydro-2H-pyran-2-carboxylate